(S)-2-methyl-N-(pyridin-2-ylmethyl)butan-1-amine C[C@H](CNCC1=NC=CC=C1)CC